2,4-Dioxo-1,3,8-triaza-spiro[4.5]decane-8-carboxylic acid [4-methoxy-7-(1-methyl-1H-pyrazol-4-yl)-thiazolo[4,5-c]pyridin-2-yl]-amide COC1=NC=C(C2=C1N=C(S2)NC(=O)N2CCC1(C(NC(N1)=O)=O)CC2)C=2C=NN(C2)C